2-cyano-5-(2-methoxyphenyl)pyridine-4-carboxylic acid C(#N)C1=NC=C(C(=C1)C(=O)O)C1=C(C=CC=C1)OC